COC(=O)C=1C=C2C(CC3(CCC4(SCCCS4)CC3)OC2=CC1C(=O)OC)=O 4-oxodispiro[chroman-2,1'-cyclohexane-4',2''-[1,3]dithiane]-6,7-dicarboxylic acid dimethyl ester